1-(4-((4-((2'-fluoro-4-methoxy-5'-(trifluoromethyl)-[1,1'-biphenyl]-3-yl)amino)-7-methoxy-quinazolin-6-yl)oxy)piperidin-1-yl)prop-2-en-1-one FC1=C(C=C(C=C1)C(F)(F)F)C1=CC(=C(C=C1)OC)NC1=NC=NC2=CC(=C(C=C12)OC1CCN(CC1)C(C=C)=O)OC